ClC1=CC=C(S1)CNC1=C(C(=NN1C(C(CO)(C)C)=O)C1C(C(N(C1)C(=O)N1CCOCC1)=O)C)OC 4-(5-{[(5-Chlorothiophen-2-yl)methyl]amino}-1-(3-hydroxy-2,2-dimethylpropanoyl)-4-methoxy-1H-pyrazol-3-yl)-3-methyl-1-(morpholin-4-carbonyl)pyrrolidin-2-on